C1(CC1)C=1N=C(N=NC1C1=C(C=C(C=O)C=C1)OCOCC)N[C@H]1CN(CCC1)CC (R)-4-(5-cyclopropyl-3-((1-ethylpiperidin-3-yl)amino)-1,2,4-triazin-6-yl)-3-(ethoxymethoxy)benzaldehyde